C(C)(C)(C)N(C(=O)C=1C2=C(N(N1)C1=CSC=C1)C=1C=C(C(=CC1OC2)OC)C(=O)N)C N3-tert-butyl-7-methoxy-N3-methyl-1-(thiophen-3-yl)-1,4-dihydrochromeno[4,3-c]pyrazole-3,8-dicarboxamide